F[C@H]1[C@@H]2CCC[C@H](C[C@H]1OC1=CC=C(N=N1)C=1C=C3C=CC(=NC3=CC1O)C(=O)NC)N2 6-(6-(((1s,2s,3r,5r)-2-fluoro-9-azabicyclo[3.3.1]non-3-yl)oxy)pyridazin-3-yl)-7-hydroxy-N-methylquinoline-2-carboxamide